C(C)(C)(C)OC(=O)N1CC(C1)(C)[C@@](C1=CC=C(C=C1)C(C)C)(O)C1=CN=NC(=C1)OC1C(CCC1)(C)C 3-[(R)-[6-(2,2-dimethyl-cyclopentyloxy)-pyridazin-4-yl]-hydroxy-(4-isopropyl-phenyl)-methyl]-3-methyl-azetidine-1-carboxylic acid tert-butyl ester